FC1=C(C=C(C=C1)C1=C(C(=NN1C)C)C=1C=CC=2N(C1)C(=CN2)C=2C=CC(=NC2)NC(OC)=O)OC methyl N-[5-[6-[5-(4-fluoro-3-methoxy-phenyl)-1,3-dimethyl-pyrazol-4-yl]imidazo[1,2-a]pyridin-3-yl]-2-pyridyl]carbamate